7-amino-6-(5-fluoro-6-(4-methylpiperazin-1-yl)-1H-benzo[d]imidazol-2-yl)selenopheno[3,2-b]pyridin-5(4H)-one NC=1C2=C(NC(C1C1=NC3=C(N1)C=C(C(=C3)F)N3CCN(CC3)C)=O)C=C[Se]2